C(C=C)N1N=CC(=C1)C1=NC=CC(=N1)NC1=NC=C(C(=C1)NC1CCC(CC1)(O)C)C1=NN(C=C1)C(F)F (1s,4s)-4-((2-((2-(1-Allyl-1H-pyrazol-4-yl)pyrimidin-4-yl)amino)-5-(1-(difluoromethyl)-1H-pyrazol-3-yl)pyridin-4-yl)amino)-1-methylcyclohexan-1-ol